[(methylphenyltriazinyl)phenyl]pyridine CC1=C(C(=NN=N1)C1=C(C=CC=C1)C1=NC=CC=C1)C1=CC=CC=C1